C(C(C)C)C1=CC=C(C=C1)C(C(=O)OC)C methyl 2-(4-isobutylphenyl)-propionate